(2S)-1-((1R,2S,5S)-2-(2-(2-chloro-2-fluoroacetyl)-2-(((R)-5-oxo-4-azaspiro[2.4]hept-6-yl)methyl)hydrazine-1-carbonyl)-6,6-dimethyl-3-azabicyclo[3.1.0]hex-3-yl)-3,3-dimethyl-1-oxobutan Cl[C@@H](C(=O)N(NC(=O)[C@@H]1[C@H]2C([C@H]2CN1C(CC(C)(C)C)=O)(C)C)C[C@@H]1C(NC2(CC2)C1)=O)F